1,4-Diisocyanato-benzol N(=C=O)C1=CC=C(C=C1)N=C=O